1-(6-morpholinopyrimidin-4-yl)pyrrolidin-3-amine O1CCN(CC1)C1=CC(=NC=N1)N1CC(CC1)N